N,N'-bis-(2,2,6,6-tetramethyl-4-piperidinyl)-1,3-benzenedicarboxamide CC1(NC(CC(C1)NC(=O)C1=CC(=CC=C1)C(=O)NC1CC(NC(C1)(C)C)(C)C)(C)C)C